CN(CCCN(CCCN(C)C)CCCN(C)C)C N,N-Bis[3-(dimethylamino)propyl]-N',N'-dimethyl-1,3-propanediamine